OC=1C=C2CCN(CC2=CC1)C(=O)OC(C)(C)C tert-butyl 6-hydroxy-3,4-dihydro-1H-isoquinoline-2-carboxylate